2-(1-(2-hydroxyphenyl)-6-(trifluoromethyl)imidazo[1,5-a]pyridin-3-yl)-4-methylphenol OC1=C(C=CC=C1)C=1N=C(N2C1C=CC(=C2)C(F)(F)F)C2=C(C=CC(=C2)C)O